cerium fluoride salt [F-].[Ce+3].[F-].[F-]